O1CC[C@@H](C2=CC=CC=C12)NC(OC(C)(C)C)=O tert-butyl (S)-chroman-4-ylcarbamate